3-(2-hydroxyethyl)-1-methyl-1H-imidazol-3-ium OCC[N+]1=CN(C=C1)C